4-[(1aR,5aR)-2-(2,4-Difluoro-phenyl)-1a,2,5,5a-tetrahydro-1H-2,3-diaza-cyclopropa[a]pentalene-4-carbonyl]-3-hydroxymethyl-piperazine-1-carboxylic acid FC1=C(C=CC(=C1)F)N1N=C(C=2C[C@@H]3[C@H](C12)C3)C(=O)N3C(CN(CC3)C(=O)O)CO